FC1=C(C=CC(=C1)C1=CN=C2C(=N1)N(N=N2)CC=2C=C1C=CC=NC1=CC2)P(C)(C)=O (2-Fluoro-4-(1-(quinolin-6-ylmethyl)-1H-[1,2,3]triazolo[4,5-b]pyrazin-6-yl)phenyl)-dimethyl-phosphine Oxide